S1C(=NC=C1)C=1C(=NC=CN1)[C@@H](C)N |r| (rac)-1-(3-(thiazol-2-yl)pyrazin-2-yl)ethan-1-amine